C(C)C=1C(=C(C=CC1)O)CC.[Li] lithium diethylphenol